N-((4-methyl-2-oxo-1,2-dihydroquinolin-3-yl)methyl)-2-(trifluoromethyl)pyrimidine-5-carboxamide CC1=C(C(NC2=CC=CC=C12)=O)CNC(=O)C=1C=NC(=NC1)C(F)(F)F